ClC1=CC(=NC2=C(N=CC=C12)Cl)N1[C@@H](COCC1)C 4,8-dichloro-2-[(3R)-3-methylmorpholin-4-yl]-1,7-naphthyridine